N-(2-(1-benzyl-1H-indol-3-yl)ethyl)-N-((4-nitrophenyl)sulfonyl)glycine C(C1=CC=CC=C1)N1C=C(C2=CC=CC=C12)CCN(CC(=O)O)S(=O)(=O)C1=CC=C(C=C1)[N+](=O)[O-]